C1(CC1)C1=NC=C2N1C=CC(=C2)C(=O)OC methyl 3-cyclopropylimidazo[1,5-a]pyridine-7-carboxylate